4-[[(2S,3S,4R,5S)-3-[2-[(3,3-difluorocyclobutyl)methoxy]-3,4-difluoro-phenyl]-4,5-dimethyl-5-(trifluoromethyl)tetrahydrofuran-2-carbonyl]amino]pyridine-2-carboxamide FC1(CC(C1)COC1=C(C=CC(=C1F)F)[C@H]1[C@H](O[C@@]([C@@H]1C)(C(F)(F)F)C)C(=O)NC1=CC(=NC=C1)C(=O)N)F